butyl tricyclo[5.2.1.02,6]decane-2-carboxylate C12C3(CCCC3C(CC1)C2)C(=O)OCCCC